C(C)(C)(C)N(C(O)=O)CCN1N=C(C=C1)N.C1(CCC1)SC=1C=C2C(=NC1)N(C=C2)COCC[Si](C)(C)C 2-[(5-cyclobutylsulfanylpyrrolo[2,3-b]pyridin-1-yl)methoxy]ethyl-trimethyl-silane tert-butyl-(2-(3-amino-1H-pyrazol-1-yl)ethyl)carbamate